N-[3-(3-ethyl-1H-pyrazolo[3,4-c]pyridin-5-yl)phenyl]prop-2-enamide C(C)C1=NNC2=CN=C(C=C21)C=2C=C(C=CC2)NC(C=C)=O